tert-butyl-(2S,4R)-2-[(aminooxy) methyl]-4-methylpyrrolidine-1-carboxylate C(C)(C)(C)OC(=O)N1[C@@H](C[C@H](C1)C)CON